N[C@@H]1CCCC12CCN(CC2)C2=NC(=C1C(=N2)NN=C1C1=C(C2=C(N(N=C2C=C1)C)Cl)Cl)C(=O)N (R)-6-(1-amino-8-azaspiro[4.5]decan-8-yl)-3-(3,4-dichloro-2-methyl-2H-indazol-5-yl)-1H-pyrazolo[3,4-d]pyrimidine-4-carboxamide